CN(CCC=1N=C(C(N(C1)[C@H](C(=O)NCCC(=O)O)CC(C)C)=O)C)C 3-((S)-2-(5-(2-(dimethylamino)ethyl)-3-methyl-2-oxopyrazin-1(2H)-yl)-4-methylpentanamido)propanoic acid